C2,6-bis(aminomethyl)pyridine NCC1=NC(=CC=C1)CN